CC(C)C=1C=C(C=CC1)C(C)=O 1-[3-(Propan-2-yl)phenyl]-ethan-1-one